4-[2-(dimethylamino)ethyl-sulfamoyl-amino]-1-methyl-pyrazole hydrochloride Cl.CN(CCN(C=1C=NN(C1)C)S(N)(=O)=O)C